thiazine-6-sulfonamide S1NC=CC=C1S(=O)(=O)N